3-(4-(2-chloro-8,8-difluoro-5,6,7,8-tetrahydroquinazolin-4-yl)-1H-pyrazol-1-yl)azetidine-1-carboxylic acid tert-butyl ester C(C)(C)(C)OC(=O)N1CC(C1)N1N=CC(=C1)C1=NC(=NC=2C(CCCC12)(F)F)Cl